(S)-2-(4-cyclopropyl-6-methoxypyrimidin-5-yl)-4-(1-(4-(1-ethyl-4-(trifluoromethyl)-1H-imidazol-2-yl)phenyl)ethyl)-6,7-dihydro-[1,2,4]triazolo[1,5-a]pyrimidin-5(4H)-one C1(CC1)C1=NC=NC(=C1C1=NN2C(N(C(CC2)=O)[C@@H](C)C2=CC=C(C=C2)C=2N(C=C(N2)C(F)(F)F)CC)=N1)OC